O1COC2=C1C=CC(=C2)CC(C)N(C(CN(C(CC(=O)[O-])=O)C)=O)C.[NH4+] Ammonium 3-[[2-[[2-(1,3-benzodioxol-5-yl)-1-methyl-ethyl]-methyl-amino]-2-oxo-ethyl]-methyl-amino]-3-oxo-propionate